C(C1=CC=CC=C1)OC1=CC=C(C=C1)C(CNS(=O)(=O)C1=CC=C(C=C1)[N+](=O)[O-])=O N-(2-(4-(benzyloxy)phenyl)-2-oxoethyl)-4-nitrobenzenesulfonamide